ClC1=C(CC2=C(C(=CC3=C2NC(=NS3(=O)=O)NCC3=C(C=CC(=C3)F)F)F)F)C=CC=C1 5-(2-chlorobenzyl)-3-((2,5-difluorobenzyl)amino)-6,7-difluoro-4H-benzo[e][1,2,4]thiadiazine 1,1-dioxide